OC1CCN(CC1)CC1=CC=C(C=C1)NC(=O)NCC1=CC=C(C=C1)OC N-{4-[(4-hydroxypiperidyl)methyl]phenyl}{[(4-methoxyphenyl)methyl]amino}carboxamide